6-fluoro-3,4-dihydroisoquinolin FC=1C=C2CCN=CC2=CC1